N-[(1R,3S)-3-{[6-chloro-2-(trifluoromethyl)quinolin-4-yl]amino}cyclohexyl]-1H-pyrazole-4-carboxamide ClC=1C=C2C(=CC(=NC2=CC1)C(F)(F)F)N[C@@H]1C[C@@H](CCC1)NC(=O)C=1C=NNC1